2-methyl-5-[2-(piperidin-4-yl)[1,3]thiazolo[5,4-d]pyrimidin-5-yl]-2H-indazole-7-carbonitrile hydrochloride Cl.CN1N=C2C(=CC(=CC2=C1)C=1N=CC2=C(N1)SC(=N2)C2CCNCC2)C#N